N1N=C(N=C1)[C@H](C)NC(OCC1=CC=CC=C1)=O Benzyl [(1S)-1-(1H-1,2,4-triazol-3-yl)ethyl]carbamate